O=C1NC(CCC1N1C(C2=CC=C(C=C2C1=O)N1C(C(N(C(C1([2H])[2H])([2H])[2H])CC1CCN(CC1)CCOC1=CC=C(C=C1)C(=C(CC)C1=CC=CC=C1)C1=CC=CC=C1)([2H])[2H])([2H])[2H])=O)=O 2-(2,6-dioxopiperidin-3-yl)-5-(4-((1-(2-(4-(1,2-diphenylbut-1-en-1-yl)phenoxy)ethyl)piperidin-4-yl)methyl)piperazin-1-yl-2,2,3,3,5,5,6,6-d8)isoindoline-1,3-dione